(S)-N-(4-amino-1-(5-(4-chlorophenyl)oxazol-2-yl)butyl)-6-dimethylamino-2-naphthamide NCCC[C@@H](C=1OC(=CN1)C1=CC=C(C=C1)Cl)NC(=O)C1=CC2=CC=C(C=C2C=C1)N(C)C